C1(CC1)C=1C=C(OC=2C(=C(N=NC2)OC(C)C)C(=O)O)C=CC1 5-(3-cyclopropylphenoxy)-3-isopropoxy-pyridazine-4-carboxylic acid